NC(C(=O)NCSCCC1=C(C=C(C=C1)[N+](=O)[O-])Cl)=C (2S)-2-amino-N-([[2-(2-chloro-4-nitrophenyl)ethyl]sulfanyl]methyl)-propenamide